C(C(C)C)N1C=C(C2=CC(=CC=C12)OC)CCNS(=O)(=O)C1=CC=CC=C1 N-(2-(1-isobutyl-5-methoxy-1H-indol-3-yl)ethyl)benzenesulfonamide